(-)-6-{2-(2,4-difluorophenyl)-6-[(diethylamino)methyl]-4,5,6,7-tetrahydropyrazolo[1,5-a]pyrimidin-3-yl}-2-(2-methylphenyl)pyridazin-3(2H)-one FC1=C(C=CC(=C1)F)C1=NN2C(NCC(C2)CN(CC)CC)=C1C=1C=CC(N(N1)C1=C(C=CC=C1)C)=O